NC1=NC(N(C=C1F)[C@@H]1O[C@@]([C@H]([C@@H]1O)O)(CO)CC)=O 4-amino-1-((2R,3S,4S,5R)-5-ethyl-3,4-dihydroxy-5-(hydroxymethyl)tetrahydrofuran-2-yl)-5-fluoropyrimidin-2(1H)-one